OC=1C=C(C=O)C=CC1C1=NN=C(C2=CC=CC=C12)N[C@H]1CN(CCC1)C (R)-3-hydroxy-4-(4-((1-methylpiperidin-3-yl)amino)phthalazin-1-yl)benzaldehyde